OC1=CC=C(C=C1)C=CC(=O)NCC(OC)C1=CC=C(C=C1)O 3-(4-hydroxyphenyl)-N-[2-(4-hydroxyphenyl)-2-methoxylethyl]-acrylamide